triazole compound with water O.N1N=NC=C1